tert-butyl 4-(6-(4-(azetidin-1-yl)piperidin-1-yl)-5-nitro-2H-indazol-2-yl)piperidine-1-carboxylate N1(CCC1)C1CCN(CC1)C=1C(=CC2=CN(N=C2C1)C1CCN(CC1)C(=O)OC(C)(C)C)[N+](=O)[O-]